C1N(CCC2=CC=CC=C12)C[C@H](CN1CCOC2=C(C1=O)C=CC(=C2)C(=O)OC)O methyl 4-[(2R)-3-(3,4-dihydro-1H-isoquinolin-2-yl)-2-hydroxy-propyl]-5-oxo-2,3-dihydro-1,4-benzoxazepine-8-carboxylate